1-((5S,7S)-7-((6-(1-methyl-1H-pyrazol-4-yl)pyrazolo[1,5-a]pyrazin-4-yl)oxy)-2-azaspiro[4.4]nonan-2-yl)prop-2-en-1-one CN1N=CC(=C1)C=1N=C(C=2N(C1)N=CC2)O[C@@H]2C[C@@]1(CCN(C1)C(C=C)=O)CC2